ClC1=C(C=CC=C1)C1=CC(OC2=CC(=CC=C12)OC(C(=O)N1CC(CCC1)S(=O)(=N)C)C)=O 4-(2-chlorophenyl)-7-[1-methyl-2-[3-(methylsulfonimidoyl)-1-piperidyl]-2-oxo-ethoxy]chromen-2-one